bromobutyl-triethoxysilane BrCCCC[Si](OCC)(OCC)OCC